3-isopropylsulfonylbenzoic acid C(C)(C)S(=O)(=O)C=1C=C(C(=O)O)C=CC1